ClC=1C(=NC(=NC1)NC=1C=NN(C1)C)NCC1=C(C=CC=C1F)NC(\C=C\CN(C)C)=O (E)-N-(2-(((5-chloro-2-((1-methyl-1H-pyrazol-4-yl)amino)pyrimidin-4-yl)amino)methyl)-3-fluorophenyl)-4-(dimethylamino)but-2-enamide